COC=1C=C(C=C(C1OC)OC)NC(=O)NC1=CC(=C(C(=C1)OC)OC)OC 1,3-bis(3,4,5-trimethoxyphenyl)urea